tert-Butyl 5-((4-propylphenyl)sulfonyl)-2,5-diazabicyclo[2.2.1]heptane-2-carboxylate C(CC)C1=CC=C(C=C1)S(=O)(=O)N1C2CN(C(C1)C2)C(=O)OC(C)(C)C